The molecule is an N-[2-hydroxy-5-(1-hydroxy-2-{[1-(4-methoxyphenyl)propan-2-yl]amino}ethyl)phenyl]formamide in which both of the stereocentres have S configuration. It is a conjugate base of a (S,S)-formoterol(1+). It is an enantiomer of an arformoterol. C[C@@H](CC1=CC=C(C=C1)OC)NC[C@H](C2=CC(=C(C=C2)O)NC=O)O